methanesulfonyloxy-2-azaspiro[3.5]nonane-2-carbaldehyde CS(=O)(=O)OC1N(CC12CCCCC2)C=O